N-((3-((5-((3S,4S)-4-amino-3-methyl-2-oxa-8-aza-spiro[4.5]decan-8-yl)pyrazin-2-yl)thio)-2-chloro-phenyl)carbamoyl)-6-methoxypyridine-3-sulfonamide N[C@@H]1[C@@H](OCC12CCN(CC2)C=2N=CC(=NC2)SC=2C(=C(C=CC2)NC(=O)NS(=O)(=O)C=2C=NC(=CC2)OC)Cl)C